FC1(CCC(CC1)[C@@H](C=1N=C2N(N=CC(=C2)[C@H](C)NCC(CN2C(C3=CC=CC=C3C2=O)=O)(F)F)C1)NC(OC(C)(C)C)=O)F |o1:16| tert-Butyl ((S)-(4,4-difluorocyclohexyl)(7-((S*)-1-((3-(1,3-dioxoisoindolin-2-yl)-2,2-difluoropropyl)amino)ethyl)imidazo[1,2-b]pyridazin-2-yl)methyl)carbamate